C(CCCCCCCCC)(=O)OC1=CC(=C2C=CC=3C(=CC(=C4C=CC1=C2C34)S(=O)(=O)O)S(=O)(=O)O)S(=O)(=O)O 1-decanoyloxy-pyrene-3,6,8-trisulfonic acid